heptenedicarboxylic acid C(=CCCCCC)(C(=O)O)C(=O)O